3-(3-amino-1-bicyclo[1.1.1]pentanyl)azetidine-1-carboxylic acid tert-butyl ester C(C)(C)(C)OC(=O)N1CC(C1)C12CC(C1)(C2)N